CN(C(C(=O)O)C)C 2-(DIMETHYLAMINO)PROPANOIC ACID